ClC=1C(=CC(=NC1)N1CC2COCCN2CC1)N 5-chloro-2-(hexahydropyrazino[2,1-c][1,4]oxazin-8(1H)-yl)pyridin-4-amine